C(C)(C)(C)O\N=C(\[C@@H]1C[C@H]([C@@H](CC1)N(C1=C(C(N(C=2C=CC(=NC12)C#N)C)=O)C#N)C)OC)/C1=CC=C(C=C1)F 8-(((1R,2R,4S)-4-((Z)-(tert-butoxyimino)(4-fluorophenyl)methyl)-2''-methoxycyclohexyl)(methyl)amino)-5-methyl-6-oxo-5,6-dihydro-1,5-naphthyridine-2,7-dicarbonitrile